COC1=CC=C(CN2C[C@@H](C=CC2)O)C=C1 (R)-1-(4-methoxybenzyl)-1,2,3,6-tetrahydropyridin-3-ol